4-(1-aminoethyl)-2-(6-chlorochroman-3-yl)-6-methylisoindolin-1-one NC(C)C1=C2CN(C(C2=CC(=C1)C)=O)C1COC2=CC=C(C=C2C1)Cl